IC1=C(C=CC2=CC(=C(C=C12)OC)OC)C1=CC2=C(OCO2)C=C1OC 5-(1-iodo-6,7-dimethoxynaphthalen-2-yl)-6-methoxybenzo[d][1,3]dioxolane